C1(CC1)N1CCN(CC1)C=1C=2N(C=C(C1)S(=O)(=O)NC1(CC1)CF)C(=NC2)C=2SC(=NN2)C(F)F 8-(4-cyclopropylpiperazin-1-yl)-3-(5-(difluoromethyl)-1,3,4-thiadiazol-2-yl)-N-(1-(fluoromethyl)cyclopropyl)imidazo[1,5-a]pyridine-6-sulfonamide